2-(3-(4-((1H-pyrazol-4-yl)amino)-6-(cyclopentyloxy)quinazolin-2-yl)-phenoxy)-N-(tert-butyl)acetamide Bis-Trifluoroacetic Acid Salt FC(C(=O)O)(F)F.FC(C(=O)O)(F)F.N1N=CC(=C1)NC1=NC(=NC2=CC=C(C=C12)OC1CCCC1)C=1C=C(OCC(=O)NC(C)(C)C)C=CC1